(R)-1-(3-Fluorophenyl)-2-((4-((1s,4R)-4-methoxycyclohexyl)-2-methylbutan-2-yl)amino)ethan-1-ol hydrochloride Cl.FC=1C=C(C=CC1)[C@H](CNC(C)(CCC1CCC(CC1)OC)C)O